7-amino-4-bromo-5-fluorobenzo[b]thiophene-2-carboxylic acid methyl ester COC(=O)C1=CC2=C(S1)C(=CC(=C2Br)F)N